(R)-1-(3-fluoro-phenyl)ethyl(4-(5-(cyclobutane-sulfonamido)-6-methylpyridin-2-yl)-1-methyl-1H-1,2,3-triazol-5-yl)carbamate FC=1C=C(C=CC1)[C@@H](C)N(C([O-])=O)C1=C(N=NN1C)C1=NC(=C(C=C1)NS(=O)(=O)C1CCC1)C